1-Propyl-2,3-dimethylimidazole tetrafluoroborate F[B-](F)(F)F.C(CC)N1C(N(C=C1)C)C